(3S,5R)-5-(6-cyclopropylimidazo[1,2-a]pyridin-2-yl)-1-(4-methoxy-2-(rac-(1S*,2S*)-2-(4-methylpyrimidin-2-yl)cyclopropyl)quinolin-7-yl)pyrrolidin-3-ol C1(CC1)C=1C=CC=2N(C1)C=C(N2)[C@H]2C[C@@H](CN2C2=CC=C1C(=CC(=NC1=C2)[C@@H]2[C@H](C2)C2=NC=CC(=N2)C)OC)O |&1:27,28|